rac-(R)-2-(4-(4-(2,6-dioxopiperidin-3-yl)phenyl)piperidin-1-yl)acetic acid hydrochloride Cl.O=C1NC(CC[C@@H]1C1=CC=C(C=C1)C1CCN(CC1)CC(=O)O)=O |r|